(R)-2-(4-((1-(2-cyanoacetyl)piperidin-3-yl)amino)-1H-pyrrolo[2,3-b]pyridin-5-yl)-N-methylthiazole-4-carboxamide C(#N)CC(=O)N1C[C@@H](CCC1)NC1=C2C(=NC=C1C=1SC=C(N1)C(=O)NC)NC=C2